ClC=1C=C(CCN)C=CC1 3-chlorophenethylamine